C1(CC1)C=1C=2N(C=CC1)N=C(C2)[C@H]2N(CCC1=C2N=CN1)C1=NC=CN=C1 (S)-4-(4-cyclopropylpyrazolo[1,5-a]pyridin-2-yl)-5-(pyrazin-2-yl)-4,5,6,7-tetrahydro-1H-imidazo[4,5-c]pyridine